OC[C@@H](CC)N1CC=C(C(=C1)OC)\C=C\[C@@H]1CC[C@H](CC1)C(F)(F)F N-((R)-1-hydroxybut-2-yl)-5-methoxy-4-((E)-2-(trans-4-(trifluoromethyl)cyclohexyl)vinyl)pyridine